C1(C=CC=C1)C(C(C([Zr](CC(C)(C)C)CC(C)(C)C)(C1C=CC=C1)C1C=CC=C1)(C)C)(C1C=CC=C1)C1C=CC=C1 pentakis(cyclopentadienyl)trineopentylzirconium